methyl (S)-1-((S)-2-aminohex-5-enoyl)hexahydropyridazine-3-carboxylate N[C@H](C(=O)N1N[C@@H](CCC1)C(=O)OC)CCC=C